ClC=1N=CC=C2C=C(C=3N(C12)N=CN3)C(=O)N 9-chloro-[1,2,4]triazolo[1,5-a][1,7]naphthyridine-4-carboxamide